(S)-N-(5-(2-(1-cyclopropylethyl)-7-(methylthio)-1-oxoisoindolin-5-yl)-4-methylthiazol-2-yl)acetamide C1(CC1)[C@H](C)N1C(C2=C(C=C(C=C2C1)C1=C(N=C(S1)NC(C)=O)C)SC)=O